C[C@H]1N(CCN(C1)C)C1=CC=CC(=N1)NC1=CC2=C(C=N1)SC(=N2)C2=NC=CC=C2C 6-[(2R)-2,4-Dimethylpiperazin-1-yl]-N-[2-(3-methylpyridin-2-yl)-[1,3]thiazolo[5,4-c]pyridin-6-yl]pyridin-2-amine